3-p-toluenesulfonyloxy-5,5-dimethyl-4,5-dihydroisoxazole CC1=CC=C(C=C1)S(=O)(=O)OC1=NOC(C1)(C)C